C(C)(C)(C)OC(=O)N(C1=CC(=NC=2N1N=CC2C(C)C)NC[C@@H]2[C@H](CN(CC2)C(=O)OC(C)(C)C)O)CC2=NC1=CC=CC=C1C=C2 tert-butyl (3R,4R)-4-(((7-((tert-butoxycarbonyl)(quinolin-2-ylmethyl)amino)-3-isopropylpyrazolo[1,5-a]pyrimidin-5-yl)amino)methyl)-3-hydroxypiperidine-1-carboxylate